4-(6-(4-(4-fluorophenyl)-4-hydroxypiperidin-1-yl)pyrazin-2-yl)-N-methylbenzamide FC1=CC=C(C=C1)C1(CCN(CC1)C1=CN=CC(=N1)C1=CC=C(C(=O)NC)C=C1)O